CCCCC/C=C\CCCCCCCC(=O)O[C@H](COC(=O)CCCCC/C=C\C/C=C\C/C=C\C/C=C\CCCCC)COP(=O)([O-])OCC[N+](C)(C)C 1-(7Z,10Z,13Z,16Z-docosatetraenoyl)-2-(9Z-pentadecenoyl)-glycero-3-phosphocholine